(4-ethylcyclohexyl)cyclopentyl fumarate C(\C=C\C(=O)[O-])(=O)OC1(CCCC1)C1CCC(CC1)CC